1-cyclopropyl-2-(4-(2-(methylthio)-5-(trifluoromethyl)pyrimidin-4-yl)-1H-pyrazol-1-yl)ethan-1-ol C1(CC1)C(CN1N=CC(=C1)C1=NC(=NC=C1C(F)(F)F)SC)O